C(CN(CC(=O)O)CC(=O)O)N(CC(=O)O)CC(=O)O 2'''-(Ethane-1,2-diyldinitrilo)tetraacetic acid